C(C)(C)(C)NNC(=O)C=1C=2C[C@H]3[C@@H](C2N(N1)C1=NC=CC(=C1)Cl)C3 (1aS,5aS)-2-(4-Chloro-pyridin-2-yl)-1a,2,5,5a-tetrahydro-1H-2,3-diaza-cyclopropa[a]pentalene-4-carboxylic acid N'-tert-butyl-hydrazide